(S)-tert-Butyl 4-((4-Ethyl-4,9-dihydroxy-3,14-dioxo-3,4,12,14-tetrahydro-1H-pyrano[3',4':6,7]indolizino[1,2-b]quinolin-10-yl)methyl)piperazine-1-carboxylate C(C)[C@]1(C(OCC=2C(N3CC=4C(=NC=5C=CC(=C(C5C4)CN4CCN(CC4)C(=O)OC(C)(C)C)O)C3=CC21)=O)=O)O